C(C)OC(=O)C=1C(=NN2C1C=CC=C2)NC(=O)OC(C)(C)C ((tert-butoxycarbonyl)amino)pyrazolo[1,5-a]pyridine-3-carboxylic acid ethyl ester